N=1N=C(N2C1CNCC2)[C@@H]2C[C@@H](CCC2)NC2=NC=C(C=N2)C#N 2-[[(1R,3S)-3-(5,6,7,8-tetrahydro-[1,2,4]triazolo[4,3-a]pyrazin-3-yl)cyclohexyl]amino]pyrimidine-5-carbonitrile